FC1C2CNCC(C1)N2C(C)(C)C2=CC=CC=C2 6-fluoro-8-(2-phenylpropan-2-yl)-3,8-diazabicyclo[3.2.1]octane